ClC1=C(C=CC=C1)C1=C(C(=NC2=CC(=CC=C12)C1=CC=NN1C(F)F)N1CC2(CN(C2)C(C=C)=O)CC1)C#N 4-(2-chlorophenyl)-7-(1-(difluoromethyl)-1H-pyrazol-5-yl)-2-(2-(2-propenoyl)-2,6-diazaspiro[3.4]octan-6-yl)-3-quinolinecarbonitrile